3-fluoro-2-naphthal oxime FC=1C(=CC2=CC=CC=C2C1)C=NO